CC1(CC1)NC(O[C@H]1C[C@H](CC1)C=1C=NC(=NC1)NC1=C(C=C(C=C1)S(=O)(=NC(=O)OC(C)(C)C)C1CC1)F)=O |o1:7,9| rel-(1R,3S)-3-(2-((4-(N-(tert-butoxycarbonyl)cyclopropanesulfonimidoyl)-2-fluorophenyl)amino)pyrimidin-5-yl)cyclopentyl (1-methylcyclopropyl)carbamate